ClC1=NC=NC(=C1CC=O)Cl 4,6-dichloropyrimidin-5-acetaldehyde